kalium sodium salt [Na].[K]